3-(1-Fluoro-2-methylpropan-2-yl)oxy-2-(3-methyl-6-prop-1-en-2-ylcyclohex-2-en-1-yl)-5-pentylphenol FCC(C)(C)OC=1C(=C(C=C(C1)CCCCC)O)C1C=C(CCC1C(=C)C)C